COC1=CC2=C(OCCC(N2)=O)C=C1OC (S)-(7,8-dimethoxy-4-oxo-2,3,4,5-tetrahydrobenzo[b][1,4]oxazepin)